N-[3-(1H-benzo[d]imidazol-2-yl)phenyl]-6-phenylpyridazin-3-amine N1C(=NC2=C1C=CC=C2)C=2C=C(C=CC2)NC=2N=NC(=CC2)C2=CC=CC=C2